ClC1=C(C(=CC=C1Cl)O)C(C1=CC(=NC=C1)CNC(C)=O)O N-([4-[(2,3-dichloro-6-hydroxyphenyl)(hydroxy)methyl]pyridin-2-yl]methyl)acetamide